3-(7-bromo-4-oxo-5H-thieno[3,2-c]pyridin-6-yl)benzonitrile BrC=1C2=C(C(NC1C=1C=C(C#N)C=CC1)=O)C=CS2